NC1=NC(=C(C=2N1N=C(N2)NCC2=NC=CC=C2C)C2=CN(C(C=C2)=O)CC)C=2C=C(C#N)C=CC2 3-(5-amino-8-(1-ethyl-6-oxo-1,6-dihydropyridin-3-yl)-2-(((3-methylpyridin-2-yl)methyl)amino)-[1,2,4]triazolo[1,5-c]pyrimidin-7-yl)benzonitrile